methyl-4-((trimethylsilyl)oxy)-5,6-dihydropyridine-1(2H)-carboxylic acid tert-butyl ester C(C)(C)(C)OC(=O)N1C(C=C(CC1)O[Si](C)(C)C)C